3-methoxy-N,N-dimethylpropane-amide COCCC(=O)N(C)C